O=C1NC=2CCC(CC2C=C1C(=O)N)C(C)C 2-oxo-6-(prop-2-yl)-1,2,5,6,7,8-hexahydroquinoline-3-carboxamide